N1(C=NC=C1)CC1=CC(=C2CCN(C(C2=C1)=O)[C@@H]1C=2C=C(N=CC2CCC1)CC)C1=NN(C=C1C(F)(F)F)C (S)-7-((1H-Imidazol-1-yl)methyl)-3'-ethyl-5-(1-methyl-4-(trifluoromethyl)-1H-pyrazol-3-yl)-3,4,5',6',7',8'-hexahydro-1H-[2,5'-biisoquinolin]-1-one